COC=1C=C(C=CC1N)C1=CC(=CC(=C1)N)OC 3,3'-dimethoxy-4,5'-diaminobiphenyl